C(#N)C=1C=C(C=CC1)N/C(/SCC=O)=N/C(OCC)=O (Z)-ethyl (((3-cyanophenyl)amino)((2-oxoethyl)thio)methylene)carbamate